C(C)(C)(C)C1=CC=C2C=CNC2=C1 6-(tert-butyl)-1H-indole